C(C)(=O)O[C@@H]1CC2=CC[C@H]3[C@@H]4CC(C[C@@]4(CCNC(C4=CC(=CC=C4)Br)=O)CC[C@@H]3[C@]2(CC1)C)=O (3-bromobenzoamidomethyl)-16-oxo-androst-5-ene-3beta-ol acetate